4-(3-chloro-2-fluoro-6-methoxyphenyl)-6-methyl-N-(5-(((tetrahydro-2H-pyran-3-yl)oxy)methyl)-1,3,4-thiadiazol-2-yl)nicotinamide methyl-5-bromo-2-(bromomethyl)-4-methoxybenzoate COC(C1=C(C=C(C(=C1)Br)OC)CBr)=O.ClC=1C(=C(C(=CC1)OC)C1=CC(=NC=C1C(=O)NC=1SC(=NN1)COC1COCCC1)C)F